C(C)OC(C[C@@H](C1=C(C2=C(N(N=N2)C)C(=C1)C)C)C=1C=C2CCCC2=C(C1)CO)=O (3R)-3-[7-(hydroxymethyl)-2,3-dihydro-1H-inden-5-yl]-3-(1,4,7-trimethyl-1H-benzotriazol-5-yl)propanoic acid ethyl ester